N-[5-[(4-chlorophenyl)methoxy]-1,3,4-thiadiazol-2-yl]-4-(2-methoxyphenyl)-6-methyl-pyridine-3-carboxamide ClC1=CC=C(C=C1)COC1=NN=C(S1)NC(=O)C=1C=NC(=CC1C1=C(C=CC=C1)OC)C